3-((4-((2-methoxy-4-phenylthiazol-5-yl)oxy)pyridin-2-yl)amino)benzoic acid COC=1SC(=C(N1)C1=CC=CC=C1)OC1=CC(=NC=C1)NC=1C=C(C(=O)O)C=CC1